(2,2-difluorocyclopropyl)methanesulfonyl chloride FC1(C(C1)CS(=O)(=O)Cl)F